N[C@H](C(=O)N=[S@@](C1=CC=CC=C1)(=O)NC)CC(C)C (S)-2-amino-4-methyl-N-((R)-(methylamino)(oxo)(phenyl)-λ6-sulfanylidene)pentanamide